(S)-2-((1-(3-cyano-7-cyclopropyl-2-(isoindolin-2-yl)-4-oxo-4H-pyrido[1,2-a]pyrimidin-9-yl)ethyl)amino)benzoic acid C(#N)C1=C(N=C2N(C1=O)C=C(C=C2[C@H](C)NC2=C(C(=O)O)C=CC=C2)C2CC2)N2CC1=CC=CC=C1C2